ClC=1C(=NN(C1)CC)[S@](=O)(N)=NC(NC1=C2C(=NC(=C1C)C(F)(F)F)CCC2)=O |o1:8| (S) or (R)-4-Chloro-1-ethyl-N'-((3-methyl-2-(trifluoromethyl)-6,7-dihydro-5H-cyclopenta[b]pyridin-4-yl)carbamoyl)-1H-pyrazole-3-sulfonimidamide